The molecule is an organic cation obtained by protonation of the amino function of argemonine; major species at pH 7.3. It is an ammonium ion derivative and an organic cation. It is a conjugate base of an argemonine. C[NH+]1C2CC3=CC(=C(C=C3C1CC4=CC(=C(C=C24)OC)OC)OC)OC